3,5-bis(1,1-dimethylethyl)-4-hydroxyoctadecyl phenylpropionate C1(=CC=CC=C1)C(C(=O)OCCC(C(C(CCCCCCCCCCCCC)C(C)(C)C)O)C(C)(C)C)C